6-methyl-benzonitrile CC1=CC=CC=C1C#N